2-(dimethylamino)-2-(4-methylbenzyl)-1-(4-morpholin-4-yl-phenyl)-1-butanone CN(C(C(=O)C1=CC=C(C=C1)N1CCOCC1)(CC)CC1=CC=C(C=C1)C)C